N1=CC(=CC=C1)N1C=CC2=CC(=CC=C12)N 1-(pyridin-3-yl)-1H-indol-5-amine